O1CCN(CCC1)C(=O)C1=CC2=C(C=N1)C(=NN2CC(F)(F)F)NC2=CN=CS2 [1,4]Oxazepan-4-yl-[3-(thiazol-5-ylamino)-1-(2,2,2-trifluoro-ethyl)-1H-pyrazolo[4,3-c]pyridin-6-yl]-methanone